(3R,4R*)-3-Ethynyl-3-hydroxy-1,4-dimethylpyrrolidin-2-one C(#C)[C@]1(C(N(C[C@H]1C)C)=O)O |o1:6|